5,6-di(2-furyl)-1,2,4-triazine O1C(=CC=C1)C=1N=CN=NC1C=1OC=CC1